(S)-(4-(4-fluorobenzo[d]thiazol-2-yl)-6,7-dihydro-1H-imidazo[4,5-c]pyridin-5(4H)-yl)(4-methyl-2-(1-methyl-1H-pyrazol-4-yl)oxazol-5-yl)methanone FC1=CC=CC2=C1N=C(S2)[C@H]2N(CCC1=C2N=CN1)C(=O)C1=C(N=C(O1)C=1C=NN(C1)C)C